FC=1C(=NC=C(C1)F)NC1=NC=C2C(=N1)NN=C2C=2C(=C(C=CC2C)C2=NC(=NC=C2)C(C)(C)O)F 2-(4-(3-(6-((3,5-Difluoropyridin-2-yl)amino)-1H-pyrazolo[3,4-d]pyrimidin-3-yl)-2-fluoro-4-methylphenyl)pyrimidin-2-yl)propan-2-ol